N-(4-(8-amino-3,5-dimethylimidazo[1,5-a]pyrazin-1-yl)-3-fluorophenyl)-2-(3-fluorophenyl)-2-hydroxy-acetamide NC=1C=2N(C(=CN1)C)C(=NC2C2=C(C=C(C=C2)NC(C(O)C2=CC(=CC=C2)F)=O)F)C